ethyl 3-cyclopropyl-4-iodo-1-((3-methoxybicyclo[1.1.1]pentan-1-yl)methyl)-1H-pyrazole-5-carboxylate C1(CC1)C1=NN(C(=C1I)C(=O)OCC)CC12CC(C1)(C2)OC